FC(CC=1C=NN(C1)C1=C(C=C(C=C1)[N+](=O)[O-])S(=O)(=O)NCC1=C(C=C(C=C1)OC)OC)F 2-[4-(2,2-Difluoroethyl)-1H-pyrazol-1-yl]-N-(2,4-dimethoxybenzyl)-5-nitrobenzenesulfonamide